5-(6-cyclopropylimidazo[1,2-a]pyridin-2-yl)-6,7-dihydro-5H-pyrrolo[1,2-a]imidazole-2-carboxylic Acid C1(CC1)C=1C=CC=2N(C1)C=C(N2)C2CCC=1N2C=C(N1)C(=O)O